ClSC1=CC=2C(C3=CC=CC=C3CC2C=C1)=O 2-chlorothioanthracene-9-one